ClC1=NC(=NC(=C1)Cl)C=1N(C(=CC1)C)C 4,6-dichloro-2-(1,5-dimethyl-1H-pyrrol-2-yl)pyrimidine